C(C1=CC=CC=C1)OC1=CC(=C(C(=O)N2CC3=CC=CC=C3C[C@H]2C(=O)OC)C=C1OC)[N+](=O)[O-] methyl (S)-2-(4-(benzyloxy)-5-methoxy-2-nitrobenzoyl)-1,2,3,4-tetra-hydroisoquinoline-3-carboxylate